7-fluoro-8-(5-fluoro-3-methyl-1H-indol-7-yl)-1,4,4,9-tetramethyl-5H-[1,2,4]triazolo[4,3-a]quinoxaline FC=1C=C2NC(C=3N(C2=C(C1C=1C=C(C=C2C(=CNC12)C)F)C)C(=NN3)C)(C)C